C(C1=CC=CC=C1)ON[C@H]1CC[C@@H](N(C1)C(=O)OC(C)(C)C)C(=O)OCC 1-tert-butyl 2-ethyl (2R,5S)-5-[(benzyloxy)amino]piperidine-1,2-dicarboxylate